(5-cyclopropyl-isoxazol-3-yl)(4-(5-phenyl-4,5-dihydro-1H-pyrazole-1-carbonyl)piperidin-1-yl)methanone C1(CC1)C1=CC(=NO1)C(=O)N1CCC(CC1)C(=O)N1N=CCC1C1=CC=CC=C1